C(C)(C)(C)N(C(=O)OC=1C=NC(=CC1)C#CC(C)OCC1=CC=C(C=C1)OC)[C@@H]1CC[C@H](CC1)CN1CCC(=CC1)C1=C(C=C(C=C1)[N+](=O)[O-])F 6-[3-[(4-methoxyphenyl)methoxy]but-1-ynyl]pyridin-3-ol trans-tert-butyl-(4-((4-(2-fluoro-4-nitrophenyl)-3,6-dihydropyridin-1(2H)-yl)methyl)cyclohexyl)carbamate